C(C=C)(=O)N1C[C@@H](N(CC1)C=1C2=C(N(C(N1)=O)C=1C(=NC=CC1C)OC1CCC1)N=C(C(=C2)F)C2=C(C=CC=C2O)F)C 4-((S)-4-propenoyl-2-methylpiperazin-1-yl)-1-(2-cyclobutoxy-4-methylpyridin-3-yl)-6-fluoro-7-(2-fluoro-6-hydroxyphenyl)pyrido[2,3-d]pyrimidin-2(1H)-one